CC(CC(=O)O)(CC(=O)O)C 3,3-dimethylpentanedioic acid